ClC(=O)C=1C=C(C(=O)[O-])C=C(C1)[N+](=O)[O-] 3-(chlorocarbonyl)-5-nitrobenzoate